O1C(=NC2=C1C=CC=C2)N\N=C\2/C(C1=CC=CC=C1C2)=O (Z)-2-(2-(benzo[d]oxazol-2-yl)hydrazineylidene)-2,3-dihydro-1H-inden-1-one